ClC=1C(=NC(=NC1)NC1=CC(=C(C=C1)OC)OC)NC1=C(C(=O)NOC)C=CC=C1 2-((5-chloro-2-((3,4-dimethoxyphenyl)amino)pyrimidin-4-yl)amino)-N-methoxybenzamide